NC1=C(C=NN1C)C1=CC(=C(C(=O)N([C@H]2CNCCC2)C2=NC=CC3=CC=CC(=C23)C)C=C1)F 4-(5-amino-1-methyl-pyrazol-4-yl)-2-fluoro-N-(8-methyl-1-isoquinolyl)-N-[(3R)-3-piperidyl]benzamide